OCCCN1C(N(C=2N=C(N(C2C1=O)CC1=NC(=CC=C1)C)OC1=CC(=CC=C1)OC(F)(F)F)C)=O 1-(3-hydroxypropyl)-3-methyl-7-((6-methylpyridin-2-yl)methyl)-8-(3-(trifluoromethoxy)phenoxy)-1H-purine-2,6(3H,7H)-dione